tert-butyl-4-[8-[1-[[6-chloro-2-(3-formyl-4-hydroxy-phenyl)-3-pyridyl]amino]ethyl]-3,6-dimethyl-4-oxo-chromen-2-yl]piperazine-1-carboxylate C(C)(C)(C)OC(=O)N1CCN(CC1)C=1OC2=C(C=C(C=C2C(C1C)=O)C)C(C)NC=1C(=NC(=CC1)Cl)C1=CC(=C(C=C1)O)C=O